FC=1C=C(C=2C3=C(N(C2C1)CC1=CC=C(C=N1)CP(O)(O)=O)C=NC=N3)F ((6-((7,9-difluoro-5H-pyrimido[5,4-b]indol-5-yl)methyl)pyridin-3-yl)methyl)phosphonic acid